5-fluoro-3-methyl-isobenzofuran FC1=CC2=C(OC=C2C=C1)C